(3R,3'R)-1,4-dihydro-2H-spiro[isoquinoline-3,4-piperidin]-3'-ol N1C[C@H]([C@@]2(CC1)NCC1=CC=CC=C1C2)O